4-[(propionyl)oxy]but-2-en-1-yl acetate C(C)(=O)OCC=CCOC(CC)=O